1-(4Z,7Z,10Z,13Z,16Z,19Z-docosahexaenoyl)-2-tetradecanoyl-glycero-3-phospho-(1'-sn-glycerol) CCCCCCCCCCCCCC(=O)O[C@H](COC(=O)CC/C=C\C/C=C\C/C=C\C/C=C\C/C=C\C/C=C\CC)COP(=O)(O)OC[C@H](CO)O